C1=CC=CC=2C3=CC=CC=C3C(C12)COC(=O)N([C@H](C(=O)O)CC1=CC(=C(C=C1)O)C(N)=O)C (S)-2-((((9H-fluoren-9-yl)methoxy)carbonyl)(methyl)amino)-3-(3-carbamoyl-4-hydroxyphenyl)propanoic acid